OC1=C(C=CC=C1)CC(=O)NC1=CC(=NC=C1)C(=O)O 4-[[2-(2-hydroxyphenyl)acetyl]amino]pyridine-2-carboxylic acid